4-fluoro-1-(4-fluorophenylmethyl)-N-((1aS,2S,8bR)-4-methyl-3-oxo-1,1a,2,3,4,8b-hexahydrocyclopropa[d]pyrido[2,3-b]azepin-2-yl)-1H-pyrazole-3-carboxamide FC=1C(=NN(C1)CC1=CC=C(C=C1)F)C(=O)N[C@H]1[C@@H]2[C@H](C3=C(N(C1=O)C)N=CC=C3)C2